(S)-4-methyl-5-((1-methyl-6-((1-methyl-1H-pyrazol-4-yl)amino)-1H-pyrazolo[3,4-d]pyrimidin-3-yl)amino)-N-(2-(2-methylpyrrolidin-1-yl)ethyl)thiophene-2-carboxamide CC=1C=C(SC1NC1=NN(C2=NC(=NC=C21)NC=2C=NN(C2)C)C)C(=O)NCCN2[C@H](CCC2)C